(4-methoxyphenyl)-diphenylsulfonium COC1=CC=C(C=C1)[S+](C1=CC=CC=C1)C1=CC=CC=C1